1,2-dimethyl-3-(2-chloro-4-pyrimidyl)indole CN1C(=C(C2=CC=CC=C12)C1=NC(=NC=C1)Cl)C